4,4-Difluoro-2-(4-fluorophenyl)-N-{4-[3-(4-fluorophenyl)-5,7-dimethyl-4-oxo-4,5-dihydro-1H-pyrrolo[3,2-c]pyridin-2-yl]pyridin-2-yl}butanamid FC(CC(C(=O)NC1=NC=CC(=C1)C1=C(C=2C(N(C=C(C2N1)C)C)=O)C1=CC=C(C=C1)F)C1=CC=C(C=C1)F)F